(±)-Tert-butyl-((E)-3-((((S)-3,4-dimethyl-5-oxo-2,5-dihydrofuran-2-yl)oxy)methylene)-2-oxo-2,3,3a,4,5,9b-hexahydronaphtho[1,2-b]furan-8-yl)carbamate C(C)(C)(C)OC(NC1=CC=C2CCC\3C(OC(/C3=C/O[C@H]3OC(C(=C3C)C)=O)=O)C2=C1)=O